N-(2-hydroxypropyl)-3-methyl-4,5-dioxo-4,5-dihydronaphtho[1,2-b]furan-2-carboxamide OC(CNC(=O)C1=C(C2=C(O1)C1=CC=CC=C1C(C2=O)=O)C)C